FC1=CC=C(C=C1)[C@@H]1N(C[C@H](N(C1)C(=O)C1(CC1)C(F)(F)F)C)C(C(=O)N)=O 2-((2S,5R)-2-(4-fluorophenyl)-5-methyl-4-(1-(trifluoromethyl)cyclopropanecarbonyl)piperazin-1-yl)-2-oxoacetamide